C(C)C1=C2C(=CC(=CC2=CC=C1F)O)C1=C(C=2N=C(N=C(C2C=N1)N1CC2(CSC2)CCC1)OC[C@]12CCCN2C[C@@H](C1)F)F 5-ethyl-6-fluoro-4-(8-fluoro-2-(((2R,7aS)-2-fluorohexahydro-1H-pyrrolizin-7a-yl)methoxy)-4-(2-thia-6-azaspiro[3.5]nonan-6-yl)pyrido[4,3-d]pyrimidin-7-yl)naphthalen-2-ol